O=C1OC(CN1)C1CCN(CC1)C(=O)OC(C)(C)C tert-Butyl 4-(2-oxooxazolidin-5-yl)piperidine-1-carboxylate